C1(=CC=CC=C1)COC1=C2N=CNC2=NC(=N1)N 6-Phenylmethoxy-9H-purin-2-amine